cis-hexahydro-1H-furo[3,4-c]pyrrole C1OC[C@@H]2[C@H]1CNC2